C(OC(CCCCCCCC)CCCCCCCC)(OCCCCCCCNCCO)=O Heptadecan-9-yl (7-((2-hydroxyethyl) amino) heptyl) carbonate